4-Amino-3-(phenylamino)-6-phenylpyrazolo[3,4-d]Pyrimidin NC1=C2C(=NC(=N1)C1=CC=CC=C1)NN=C2NC2=CC=CC=C2